CCC[NH+]1CCCC[C@H]1C(=O)NC2=C(C=CC=C2C)C.O.[Cl-] The molecule is the monohydrate form of (S)-ropivacaine hydrochloride. It has a role as a local anaesthetic. It contains a (S)-ropivacaine hydrochloride (anhydrous).